FC=1C(=NC=CC1)NS(NCCC)(=O)=O 3-fluoro-2-(propylsulfamoylamino)pyridine